[2-(2-{2-[2-(2-aminoethoxy)ethoxy]acetylamino}ethoxy)ethoxy]acetic acid NCCOCCOCC(=O)NCCOCCOCC(=O)O